NC1=CC=C(C(=N1)C1=C(C=C2C(=NC(=NC2=C1)OCC1C2CC2CN1C)N1CCN(CC1)C(C=C)=O)Cl)C(F)(F)F 1-(4-(7-(6-amino-3-(trifluoromethyl)pyridin-2-yl)-6-chloro-2-((3-methyl-3-azabicyclo[3.1.0]hexan-2-yl)methoxy)quinazolin-4-yl)piperazin-1-yl)prop-2-en-1-one